2-aminophenyl-phosphonic acid NC1=C(C=CC=C1)P(O)(O)=O